(2,6-dichloropyridin-4-yl)methyl (S)-2-((tert-butoxycarbonyl)(methyl)amino)-6-morpholinohexanoate C(C)(C)(C)OC(=O)N([C@H](C(=O)OCC1=CC(=NC(=C1)Cl)Cl)CCCCN1CCOCC1)C